C(C(=C(C)C(=O)O)C(=O)O)C(=O)O 2-butene-1,2,3-tricarboxylic acid